6-bromo-7-(1-methylpyrazol-4-yl)-1H-indole-3-sulfonyl chloride BrC1=CC=C2C(=CNC2=C1C=1C=NN(C1)C)S(=O)(=O)Cl